4-(4-fluoro-2-isocyanato-3-methylphenyl)-2-methoxypyridine FC1=C(C(=C(C=C1)C1=CC(=NC=C1)OC)N=C=O)C